(1R,2S,5S)-N-[3-amino-1-(cyclopropylmethyl)-2-hydroxy-3-oxo-propyl]-3-[(2S)-2-amino-3,3-dimethylbutanoyl]-6,6-dimethyl-3-azabicyclo[3.1.0]hexane-2-carboxamide NC(C(C(CC1CC1)NC(=O)[C@@H]1[C@H]2C([C@H]2CN1C([C@H](C(C)(C)C)N)=O)(C)C)O)=O